BrC1=C2C(=NC=C1)N(N=C2)C2=C(C=C(C=C2)F)OC 4-bromo-1-(4-fluoro-2-methoxy-phenyl)pyrazolo[3,4-b]pyridine